2-mercapto-5-ethylthio-1,3,4-thiadiazole SC=1SC(=NN1)SCC